C(C1=CC=CC=C1)OC(=O)N[C@H](C=1N=C2N(N=C(C(=N2)N2CCOCC2)CC2(C(NC[C@@H](C2)C(F)(F)F)=O)C(=O)O)C1)C1CCC(CC1)(F)F (5R)-3-((6-((S)-(((benzyloxy)carbonyl)amino)(4,4-difluorocyclohexyl)methyl)-3-morpholinoimidazo[1,2-b][1,2,4]triazin-2-yl)methyl)-2-oxo-5-(trifluoromethyl)piperidine-3-carboxylic acid